FC1=C(C(=O)NC2=C(C=CC=C2)C(NCCN2CCOCC2)=O)C(=CC=C1)F 2,6-Difluoro-N-(2-[(2-morpholin-4-ylethyl)carbamoyl]phenyl)benzamid